3-[[5-(6-methyl-2-Pyridinyl)-4-(6-quinoxalinyl)-1H-imidazol-2-yl]methyl]benzamide CC1=CC=CC(=N1)C1=C(N=C(N1)CC=1C=C(C(=O)N)C=CC1)C=1C=C2N=CC=NC2=CC1